2-(2,6-difluorophenyl)-N-(3-isopropyl-4-morpholinophenyl)pyrazolo[1,5-a][1,3,5]triazin-4-amine FC1=C(C(=CC=C1)F)C1=NC=2N(C(=N1)NC1=CC(=C(C=C1)N1CCOCC1)C(C)C)N=CC2